C(C)O[Si](C1C2C=CC(C1)C2)(OCC)OCC 5-triethoxysilyl-2-norbornene